NC=1C(N(C=CC1)C)=O 3-amino-1-methyl-pyridine-2-one